ethyl 2-(4-chloro-1H-pyrazol-1-yl)-2-methylpropanoate ClC=1C=NN(C1)C(C(=O)OCC)(C)C